The molecule is a biaryl that is 5,5',7,7',9,9',10a,10a'-octahydro-6H,6'H-2,2'-bixanthene substituted by acetoxy groups at C-5 and C-5', hydroxy groups at C-1, C-1', C-8 and C-8', hydroxymethyl groups at C-10a and C-10a', methyl groups at C-6 and C-6' and oxo groups at C-9 and C-9' respectively. A dimeric tetrahydroxanthone derivative isolated from Phomopsis longicolla, it exhibits antibacterial and cytotoxic activities. It has a role as a metabolite, an antimicrobial agent and an antineoplastic agent. It is a member of xanthones, a biaryl, an acetate ester, a polyphenol and a primary alcohol. C[C@@H]1CC(=O)C2=C(C3=C(C=CC(=C3O)C4=C(C5=C(C=C4)O[C@@]6([C@@H]([C@@H](CC(=O)C6=C5O)C)OC(=O)C)CO)O)O[C@@]2([C@@H]1OC(=O)C)CO)O